CC1=CC(C=CC1(N)C)=C1C=C(C(C=C1)(N)C)C 3,3',4,4'-Tetramethyl-4,4'-diaminobiphenyl